O=C1NC(CCC1N1C(C2=CC=C(C=C2C1=O)C)=O)=O 2-(2,6-dioxo-3-piperidyl)-5-methyl-isoindoline-1,3-dione